C(CCC)[Sn](C=1C=C2N(C=C(N=C2C)C)C1)(CCCC)CCCC tributyl-(1,3-dimethylpyrrolo[1,2-a]pyrazin-7-yl)stannane